C(C)(C)(C)C1C(CCCC1)OCC(CC)O (2-t-butylcyclohexyloxy)2-butanol